[Br-].CC1=C(C(=CC=C1)C)NC(C[N+]1=CC=CC=C1)=O 1-(2-((2,6-dimethylphenyl)amino)-2-oxoethyl)pyridin-1-ium bromide